N-(3-(5-fluoropyrimidin-2-yl)-4-(trifluoromethyl)phenyl)azepane-1-carboxamide FC=1C=NC(=NC1)C=1C=C(C=CC1C(F)(F)F)NC(=O)N1CCCCCC1